6-chloro-4-[4-[(4-fluorophenyl)methyl-methyl-amino]-1-piperidyl]-1-methyl-2-oxo-1,5-naphthyridine-3-carbonitrile ClC=1N=C2C(=C(C(N(C2=CC1)C)=O)C#N)N1CCC(CC1)N(C)CC1=CC=C(C=C1)F